3-methoxy-5-(4-nitro-2-(2-trityl-2H-tetrazol-5-yl)phenyl)pyridine COC=1C=NC=C(C1)C1=C(C=C(C=C1)[N+](=O)[O-])C=1N=NN(N1)C(C1=CC=CC=C1)(C1=CC=CC=C1)C1=CC=CC=C1